N1(N=NC=C1)/C=C/C(=O)O (E)-3-(1H-1,2,3-triazole-1-yl)acrylic acid